ClC=1C=C(C=NC1C)S(=O)(=O)NC=1C=CC=C2C=CC=NC12 5-chloro-6-methyl-N-(quinolin-8-yl)pyridine-3-sulfonamide